C[C@H]1[C@@H]([C@H]([C@H]([C@@H](O1)O[C@@H]2[C@H](O[C@H]([C@@H]([C@H]2O)O)OC[C@@H]3[C@H]([C@@H]([C@H]([C@@H](O3)OC(=O)[C@@]45CC[C@@]6(C(=CC[C@H]7[C@]6(CC[C@@H]8[C@@]7(CC[C@@H]([C@@]8(C)CO)O[C@H]9[C@@H]([C@H]([C@H](CO9)O)O)O[C@H]1[C@@H]([C@@H]([C@H]([C@@H](O1)C)O)O)O)C)C)[C@@H]4CC(CC5)(C)C)C)O)O)O)CO)O)O)O The molecule is a triterpenoid saponin with hederagenin as the aglycone part. It has been isolated from the stem bark of Kalopanax pictus. It has a role as an anti-inflammatory agent and a plant metabolite. It is a pentacyclic triterpenoid, a triterpenoid saponin and a carboxylic ester. It derives from a hederagenin.